6-(2-chloro-3,5-dimethoxyphenyl)-N-(4-(4-ethyl-3-oxopiperazin-1-yl)phenyl)-[1,2,4]triazolo[4',3':1,6]pyrido[2,3-d]pyrimidin-2-amine ClC1=C(C=C(C=C1OC)OC)C1=CC2=C(N=C(N=C2)NC2=CC=C(C=C2)N2CC(N(CC2)CC)=O)N2C1=NN=C2